benzoquinol C1=CC(=CC=C1O)O